C1(=CC=CC=C1)P(=O)(C1=CC=CC=C1)C1=C(C=2NC3=CC=CC=C3C2C=C1)P(=O)(C1=CC=CC=C1)C1=CC=CC=C1 bis(diphenylphosphoryl)-9H-carbazole